C(N(CC(=O)[O-])CC(=O)O)CN(CC(=O)O)CC(=O)[O-].[NH4+].[NH4+] Diammonium edetat